CC1=NOC(=C1C1=CC2=C(N=C(S2)C2=CC=C(N)C=C2)C=C1)C 4-(6-(3,5-dimethylisoxazol-4-yl)benzo[d]thiazol-2-yl)aniline